N-(3-(hydroxymethyl)phenyl)-3-methyl-5-oxo-1-phenyl-4,5-dihydro-1H-pyrazole-4-carboxamide OCC=1C=C(C=CC1)NC(=O)C1C(=NN(C1=O)C1=CC=CC=C1)C